2-[[4-[6-[(4-cyano-2-fluoro-phenyl)methoxy]-2-pyridinyl]-2,5-difluoro-phenyl]methyl]benzimidazole-5-carboxylic acid C(#N)C1=CC(=C(C=C1)COC1=CC=CC(=N1)C1=CC(=C(C=C1F)CC=1NC2=C(N1)C=CC(=C2)C(=O)O)F)F